CC1N(CCOC1)C1=CC(=C2C(=N1)C(=NS2)C2=CC(=NN2C2OCCCC2)C)C=2C(=NC=CC2)C(F)(F)F 3-methyl-4-{3-[3-methyl-1-(oxan-2-yl)-1H-pyrazol-5-yl]-7-[2-(trifluoromethyl)pyridin-3-yl]-[1,2]thiazolo[4,5-b]pyridin-5-yl}morpholine